C(CCCCC)N1CC=CC2=CC=CC=C12 1-hexyl-quinoline